BrC=1C2=C(C=3C(=NC(=NC3C1F)S(=O)CC)Cl)COC2 6-Bromo-1-chloro-3-(ethylsulfinyl)-5-fluoro-7,9-dihydrofuro[3,4-f]quinazoline